S1C(=NC2=C1C=CC=C2)CN2C1=C(OC(C2=O)(C)C)C=CC(=C1)C(=O)NO 4-(benzo[d]thiazol-2-ylmethyl)-N-hydroxy-2,2-dimethyl-3-oxo-3,4-dihydro-2H-benzo[b][1,4]oxazine-6-carboxamide